2-{2,4-dioxo-7-[4-(p-tolyloxy)phenyl]-2H-pyrido[2,3-e][1,3]oxazin-3(4H)-yl}acetic acid O=C1OC2=C(C(N1CC(=O)O)=O)N=CC(=C2)C2=CC=C(C=C2)OC2=CC=C(C=C2)C